C(C)(C)(C)OC(=O)N1C[C@@H](CCC1)NC=1C2=C(N=CN1)N(C=C2C21CCCC1C2(F)F)S(=O)(=O)C2=CC=CC=C2 (3R)-3-((5-(6,6-difluorobicyclo[3.1.0]hexan-1-yl)-7-(phenylsulfonyl)-7H-pyrrolo[2,3-d]pyrimidin-4-yl)amino)piperidine-1-carboxylic acid tert-butyl ester